tris(2,6-difluoro-4-triphenylmethylphenyl)borane iridium(III) triflate [O-]S(=O)(=O)C(F)(F)F.[Ir+3].FC1=C(C(=CC(=C1)C(C1=CC=CC=C1)(C1=CC=CC=C1)C1=CC=CC=C1)F)B(C1=C(C=C(C=C1F)C(C1=CC=CC=C1)(C1=CC=CC=C1)C1=CC=CC=C1)F)C1=C(C=C(C=C1F)C(C1=CC=CC=C1)(C1=CC=CC=C1)C1=CC=CC=C1)F.[O-]S(=O)(=O)C(F)(F)F.[O-]S(=O)(=O)C(F)(F)F